5-amino-6-methylnicotinamide NC=1C(=NC=C(C(=O)N)C1)C